N-(1-(2-methoxyethyl)-3-(pyridin-2-yl)-1H-pyrazol-4-yl)-2-(3-methyl-1H-pyrazol-4-yl)thiazole-4-carboxamide, formic acid salt C(=O)O.COCCN1N=C(C(=C1)NC(=O)C=1N=C(SC1)C=1C(=NNC1)C)C1=NC=CC=C1